N-triacontane CCCCCCCCCCCCCCCCCCCCCCCCCCCCCC